tert-Butyl (S)-2-((4-(3-bromophenyl)thiazol-2-yl)carbamoyl)azetidine-1-carboxylate BrC=1C=C(C=CC1)C=1N=C(SC1)NC(=O)[C@H]1N(CC1)C(=O)OC(C)(C)C